Heptadecanyl-8-((2-hydroxyethyl)(6-oxo-6-(undecyloxy)hexyl)amino)octanoate C(CCCCCCCCCCCCCCCC)OC(CCCCCCCN(CCCCCC(OCCCCCCCCCCC)=O)CCO)=O